1-(2-oxo-2-(pyrrolidin-1-yl)ethyl)-1H-indole-3-carbaldehyde O=C(CN1C=C(C2=CC=CC=C12)C=O)N1CCCC1